C(C)(C)(C)OC(=O)N1CC(C1)(C)[C@@](C1=CC=C(C=C1)OC(F)(F)F)(O)C1=CC(=CC=C1)Br 3-[(S)-(3-Bromo-phenyl)-hydroxy-(4-trifluoromethoxy-phenyl)-methyl]-3-methyl-azetidine-1-carboxylic acid tertbutyl ester